1-bromo-2-chloro-5-nitro-4-(2,2,2-trifluoroethoxy)benzene BrC1=C(C=C(C(=C1)[N+](=O)[O-])OCC(F)(F)F)Cl